1,1-Dimethylethyl [(3R)-1-({2-[1-ethyl-6-(methyloxy)-1H-indol-2-yl]-1-methyl-1H-benzimidazol-5-yl}carbonyl)-3-piperidinyl]carbamate C(C)N1C(=CC2=CC=C(C=C12)OC)C1=NC2=C(N1C)C=CC(=C2)C(=O)N2C[C@@H](CCC2)NC(OC(C)(C)C)=O